dimethyl 2,5-dioxaadipate C(OCCOC(=O)OC)(=O)OC